(S)-2-(cyanomethyl)-4-(4-((5-isopropyl-8-((2R,3S)-2-methyl-3-(methylsulfonyl)azetidin-1-yl)isoquinolin-3-yl)amino)pyrimidin-2-yl)piperazine C(#N)C[C@@H]1NCCN(C1)C1=NC=CC(=N1)NC=1N=CC2=C(C=CC(=C2C1)C(C)C)N1[C@@H]([C@H](C1)S(=O)(=O)C)C